ClC=1C=C(C=NC1)[C@@H]1[C@H](C1)C(=O)OCC |r| ethyl rac-(S*,2S*)-2-(5-chloropyridin-3-yl)cyclopropane-1-carboxylate